2-(4-(2-((1-(2,2-difluoroethyl)-6-(dimethylphosphoryl)-1H-benzo[d]imidazol-2-yl)amino)-2-oxo-ethyl)-2-fluoro-phenoxy)nicotinamide FC(CN1C(=NC2=C1C=C(C=C2)P(=O)(C)C)NC(CC2=CC(=C(OC1=C(C(=O)N)C=CC=N1)C=C2)F)=O)F